NC1=C2C(NC=N1)=NC(=C2C(N)=O)Br 4-amino-6-bromo-5-carbamoyl-1H-pyrrolo[2,3-d]pyrimidine